C1(=CC=CC=C1)CCO.[Li] lithium 2-phenylethanol